ClC1=NC(=CC(=C1)C1=C(C=C(C#N)C=C1)C=1NC=C(N1)C(F)(F)F)C1CC1 4-(2-chloro-6-cyclopropylpyridin-4-yl)-3-[4-(trifluoromethyl)-1H-imidazol-2-yl]benzonitrile